N-methyl-4-vinyl-pyridinium iodide [I-].C[N+]1=CC=C(C=C1)C=C